4-bromo-N-(3,3-difluorocyclobutyl)-3-chlorobenzenesulfonamide BrC1=C(C=C(C=C1)S(=O)(=O)NC1CC(C1)(F)F)Cl